COC1=C(C(=O)N(C2CCN(CC2)C)C)C=CC(=C1)C1=NC=CC(=N1)C=1SC=C(C1)NC(CCCC)=O 2-methoxy-N-methyl-N-(1-methylpiperidin-4-yl)-4-(4-(4-pentanamidothiophen-2-yl)pyrimidin-2-yl)benzamide